C1(CC1)C1=C(C=C(C=C1)[C@H](C1=CC=CC=C1)NC(=O)[C@H]1N(C[C@@H](C1)F)C(CNC(=O)N1CCN(CC1)CCOC)=O)F N-{2-[(2S,4R)-2-{[(S)-(4-cyclopropyl-3-fluorophenyl)(phenyl)methyl]carbamoyl}-4-fluoropyrrolidin-1-yl]-2-oxoethyl}-4-(2-methoxyethyl)piperazine-1-carboxamide